dimethoxytitanium chloride [Cl-].CO[Ti+2]OC.[Cl-]